Dimethyl ((4-bromophenoxy)(4-nitrophenoxy)phosphoryl)-L-aspartate BrC1=CC=C(OP(=O)(OC2=CC=C(C=C2)[N+](=O)[O-])N[C@@H](CC(=O)OC)C(=O)OC)C=C1